N-[4-[(2S)-1-[4-(6-ethoxypyrazin-2-yl)benzoyl]pyrrolidin-2-yl]pyrimidin-2-yl]cyclopropanesulfonamide C(C)OC1=CN=CC(=N1)C1=CC=C(C(=O)N2[C@@H](CCC2)C2=NC(=NC=C2)NS(=O)(=O)C2CC2)C=C1